C[C@@H]1CN(C[C@H]1OC1=NC=CC=C1)C(=O)OC(C)(C)C tert-butyl (trans)-3-methyl-4-(pyridin-2-yloxy)pyrrolidine-1-carboxylate